2-(5-methyl-2-nitro-1H-imidazol-1-yl)ethyl (R)-7,7-dimethyl-6-oxo-1,2,5-dithiazepane-4-carboxylate CC1(C(N[C@@H](CSS1)C(=O)OCCN1C(=NC=C1C)[N+](=O)[O-])=O)C